(2S,4R)-4-fluoro-N-[(S)-[3-fluoro-4-(1-methylcyclopropyl)phenyl](phenyl)methyl]-1-[2-(2-oxo-2,3-dihydro-1H-indol-3-yl)acetyl]pyrrolidine-2-carboxamide F[C@@H]1C[C@H](N(C1)C(CC1C(NC2=CC=CC=C12)=O)=O)C(=O)N[C@@H](C1=CC=CC=C1)C1=CC(=C(C=C1)C1(CC1)C)F